F[B-](F)(F)F.C(CCCCC)N1C=[N+](C=C1)C 1-Hexyl-3-methylimidazolium tetrafluoroborat